Cl.ClC1=C(OC2=CC=C(C=C2)NN)C=CC(=C1)Cl 4-(2,4-dichlorophenoxy)phenylhydrazine hydrochloride